4-(2-(4-(2-acetyl-5-chlorophenyl)-5-methoxy-2-oxopyridin-1(2H)-yl)butyrylamino)benzoic acid C(C)(=O)C1=C(C=C(C=C1)Cl)C1=CC(N(C=C1OC)C(C(=O)NC1=CC=C(C(=O)O)C=C1)CC)=O